COC=1C(=CC(=C(C1)N1CCC(CC1)N1CCC2(CCN(CC2)C(=O)OC(C)(C)C)CC1)C=1C=NN(C1)C)[N+](=O)[O-] tert-butyl 9-(1-(5-methoxy-2-(1-methyl-1H-pyrazol-4-yl)-4-nitrophenyl) piperidin-4-yl)-3,9-diazaspiro[5.5]undecane-3-carboxylate